3-fluoro-5-(4,4,5,5-tetramethyl-1,3,2-dioxaborolan-2-yl)quinoline FC=1C=NC2=CC=CC(=C2C1)B1OC(C(O1)(C)C)(C)C